bis(2-ethylhexyl-oxy)bis(2-ethyl-3-oxohexyloxy)Titanium (IV) C(C)C(CO[Ti](OCC(C(CCC)=O)CC)(OCC(C(CCC)=O)CC)OCC(CCCC)CC)CCCC